8-methyl-6-(5-methyl-3-(1-(oxetan-3-yl)piperidin-4-yl)-1H-indazol-6-yl)-[1,2,4]triazolo[1,5-a]pyridine CC=1C=2N(C=C(C1)C1=C(C=C3C(=NNC3=C1)C1CCN(CC1)C1COC1)C)N=CN2